Tert-butyl (3-((8-(4-(2-(4-hydroxyphenyl)propan-2-yl)phenoxy)octyl)oxy)propyl)carbamate OC1=CC=C(C=C1)C(C)(C)C1=CC=C(OCCCCCCCCOCCCNC(OC(C)(C)C)=O)C=C1